methyl 3-(butylamino)-5-(8-oxa-3-azabicyclo[3.2.1]octan-3-ylsulfonimidoyl)-4-phenoxy-benzoate C(CCC)NC=1C=C(C(=O)OC)C=C(C1OC1=CC=CC=C1)S(=O)(=N)N1CC2CCC(C1)O2